S1C(=NC2=C1C=CC=C2)NC(=O)C=2C=CC=C1CCN(CC21)C2=CC=C(C(=N2)C(=O)O)C2=C(C(=CC=C2)SC21CC3CC(CC(C2)C3)C1)C#N 6-[8-(1,3-benzothiazol-2-ylcarbamoyl)-3,4-dihydroisoquinolin-2(1H)-yl]-3-{2-cyano-3-[tricyclo[3.3.1.13,7]dec-1-ylsulfanyl]phenyl}pyridine-2-carboxylic acid